OCCNC1=NC=2N(C(N(C(C2N1CC1=CC=C(C=C1)C=1C=NC=CC1)=O)C)=O)C 8-((2-Hydroxyethyl)amino)-1,3-dimethyl-7-(4-(pyridin-3-yl)benzyl)-3,7-dihydro-1H-purine-2,6-dione